CC=1NC2=CC=C(C=C2C1C)C 2,3,5-trimethylindole